4-chloro-7-((2,6-difluorophenyl)ethynyl)quinoline ClC1=CC=NC2=CC(=CC=C12)C#CC1=C(C=CC=C1F)F